5-ethyl-3-(((4-fluorophenyl)amino)(methylamino)methylene)-1-methyl-5-(6-(trifluoromethyl)pyridin-3-yl)piperidine-2,4-dione C(C)C1(C(C(C(N(C1)C)=O)=C(NC)NC1=CC=C(C=C1)F)=O)C=1C=NC(=CC1)C(F)(F)F